tert-butyl 2-(morpholine-4-carbonyl)-6,7,8,9-tetrahydro-4H-pyrazolo[1,5-a][1,4]diazocine-5-carboxylate N1(CCOCC1)C(=O)C1=NN2C(CN(CCCC2)C(=O)OC(C)(C)C)=C1